(S)-3-cyano-4-((1-(2-fluorophenyl)ethyl)amino)-N-(thiazol-4-yl)benzenesulfonamide C(#N)C=1C=C(C=CC1N[C@@H](C)C1=C(C=CC=C1)F)S(=O)(=O)NC=1N=CSC1